6-chloro-1-(4,4-difluorocyclohexyl)-3-methyl-1H-pyrazolo[3,4-d]pyrimidine ClC1=NC=C2C(=N1)N(N=C2C)C2CCC(CC2)(F)F